The molecule is a branched-chain saturated fatty acid that comprises of a propyl substituent on a pentanoic acid stem. It has a role as an anticonvulsant, a GABA agent, an EC 3.5.1.98 (histone deacetylase) inhibitor, a teratogenic agent, a psychotropic drug, a neuroprotective agent and an antimanic drug. It is a branched-chain saturated fatty acid and a branched-chain fatty acid. It derives from a valeric acid. It is a conjugate acid of a valproate. CCCC(CCC)C(=O)O